2-((6-chloro-5-(4'-(((2-(2-hydroxyethoxy)ethyl)amino)methyl)-[1,1'-biphenyl]-4-yl)-1H-imidazo[4,5-b]pyridin-2-yl)thio)butanoic acid ClC=1C=C2C(=NC1C1=CC=C(C=C1)C1=CC=C(C=C1)CNCCOCCO)N=C(N2)SC(C(=O)O)CC